ClC1=CC=C(CN(S(=O)(=O)C2=C(C(=C(C(=C2F)F)F)F)F)CC(=O)N(CC2=CC3=C(OCCO3)C=C2)C2=CC(=C(C(=O)O)C=C2)O)C=C1 4-(2-(N-(4-chlorobenzyl)-(2,3,4,5,6-pentafluorophenyl)sulfonamido)-N-((2,3-dihydrobenzo[b][1,4]dioxin-6-yl)methyl)acetamido)-2-hydroxybenzoic acid